(4-chloro-2-(hydroxymethyl)phenyl)-4-(dimethylamino)-1-(4-fluorophenyl)butan-1-ol ClC1=CC(=C(C=C1)C(CCCN(C)C)(O)C1=CC=C(C=C1)F)CO